OC1=C(C=C(C=O)C=C1)OCC#C 4-Hydroxy-3-(prop-2-ynyloxy)benzaldehyde